4-[[(7R)-1-[3-[(1S)-1-(2,2-difluoro-1,3-benzodioxol-5-yl)ethoxy]phenyl]-3-(trifluoromethyl)-4,5,6,7-tetrahydroindazol-7-yl]oxy]benzoic acid FC1(OC2=C(O1)C=CC(=C2)[C@H](C)OC=2C=C(C=CC2)N2N=C(C=1CCC[C@H](C21)OC2=CC=C(C(=O)O)C=C2)C(F)(F)F)F